C1(CCCCC1)C=1C=C(C=C(C1)C1CCCCC1)N(C1=C(C=C(C(=O)N)C=C1)OC(F)F)C 4-((3,5-dicyclohexylphenyl)(methyl)amino)-3-(difluoromethoxy)benzamide